FC1=CC2=C(C(=NO2)C2CCN(CC2)CCN2C(N3C(C=C2)=NC(=C3)C)=O)C=C1 6-{2-[4-(6-fluoro-benzo[d]isoxazol-3-yl)-piperidin-1-yl]-ethyl}-2-methyl-6H-imidazo[1,2-c]pyrimidin-5-one